C(C)(=O)O[C@H]1COC2=C1C=C(C=C2S(NC2=C(C(=C(C=C2)F)Br)F)(=O)=O)Cl (3R)-7-[(3-bromo-2,4-difluorophenyl) sulfamoyl]-5-chloro-2,3-dihydro-1-benzofuran-3-yl acetate